BrCCCCCO 5-bromopentanol